C1(CCC1)N(C1=CN=CC(=N1)C1=CCCC(C(N1)CO)CC(C)C)C [7-[6-[cyclobutyl(methyl)amino]pyrazin-2-yl]-3-isobutyl-2,3,4,5-tetrahydro-1H-azepin-2-yl]methanol